COC=1C=C(C=NC1)CN1C2CN(CC1C2)C2=CC=C(C=N2)C2=NC(=CC(=N2)NC2=NNC(=C2)C)C 2-(6-(6-((5-methoxypyridin-3-yl)methyl)-3,6-diazabicyclo[3.1.1]heptan-3-yl)pyridin-3-yl)-6-methyl-N-(5-methyl-1H-pyrazol-3-yl)pyrimidin-4-amine